2-(morpholin-4-yl)-4-[2-(propan-2-yloxy)pyridin-3-yl]-8-(1H-pyrazol-5-yl)-1,7-naphthyridine N1(CCOCC1)C1=NC2=C(N=CC=C2C(=C1)C=1C(=NC=CC1)OC(C)C)C1=CC=NN1